1-[3-(1-hydroxyethyl)-6-[6-[(6-methylpyridazin-3-yl)amino]benzimidazol-1-yl]-2-pyridinyl]-3-methyl-pyrrolidine-3-carbonitrile OC(C)C=1C(=NC(=CC1)N1C=NC2=C1C=C(C=C2)NC=2N=NC(=CC2)C)N2CC(CC2)(C#N)C